(rac)-benzyl trans-4-allyl-3-azido-1-(N-(2-(benzyloxy)ethyl)sulfamoyl)pyrrolidine-3-carboxylate C(C=C)[C@H]1[C@](CN(C1)S(NCCOCC1=CC=CC=C1)(=O)=O)(C(=O)OCC1=CC=CC=C1)N=[N+]=[N-] |r|